1-(4-{[(1S)-5-[2-(2-aminopyridin-3-yl)-7-methoxy-5-(pyrazol-1-yl)imidazo[4,5-b]pyridin-3-yl]-2,3-dihydro-1H-inden-1-yl]amino}piperidin-1-yl)prop-2-en-1-one NC1=NC=CC=C1C1=NC=2C(=NC(=CC2OC)N2N=CC=C2)N1C=1C=C2CC[C@@H](C2=CC1)NC1CCN(CC1)C(C=C)=O